(1R,2S,3R,5R)-3-(2-chloro-5-(1-(methylsulfonyl)-1H-pyrazol-3-yl)-7H-pyrrolo[2,3-d]pyrimidin-7-yl)-5-(((3-(phenethylamino)propyl)amino)methyl)cyclopentane-1,2-diol ClC=1N=CC2=C(N1)N(C=C2C2=NN(C=C2)S(=O)(=O)C)[C@H]2[C@@H]([C@@H]([C@H](C2)CNCCCNCCC2=CC=CC=C2)O)O